COC=1C=C2CCC[C@H](C2=CC1)C(=O)N (R)-6-methoxy-1,2,3,4-tetrahydronaphthalene-1-carboxamide